tert-butyl (S)-((5-(2-methoxypyridin-4-yl)isochroman-1-yl)methyl)(methyl)carbamate COC1=NC=CC(=C1)C1=C2CCO[C@@H](C2=CC=C1)CN(C(OC(C)(C)C)=O)C